2,3-dihydro-1λ4,5-benzothiazepin-4-one S=1CCC(N=C2C1C=CC=C2)=O